(2-indenyl)-(9-fluorenyl)-methane C1C(=CC2=CC=CC=C12)CC1C2=CC=CC=C2C=2C=CC=CC12